CC1=C(O)C=C(C=C1O)C 2,5-Dimethylresorcin